ClC=1C(=C(C=CC1)C1(CNC1)NC1=CC=C2C(C(N(C2=C1)CC(F)(F)F)=O)(C)C)C 6-((3-(3-chloro-2-methylphenyl)azetidin-3-yl)amino)-3,3-dimethyl-1-(2,2,2-trifluoroethyl)indolin-2-one